C1(CC1)CNC(N(CC1=CC=C(C=C1)C1=NOC(=N1)C(F)(F)F)C)=O (cyclopropylmethyl)-1-methyl-1-[[4-[5-(trifluoromethyl)-1,2,4-oxadiazol-3-yl]phenyl]methyl]urea